ClC1=C(C(=C2N(C1=O)C(CN2CC2CCOCC2)C(=O)O)C2=CC(=CC=C2)C(F)(F)F)CC2=CC=CC1=CC=CC=C21 6-chloro-7-(naphthalen-1-ylmethyl)-5-oxo-1-((tetrahydro-2H-pyran-4-yl)methyl)-8-(3-(trifluoromethyl)phenyl)-1,2,3,5-tetrahydroimidazo[1,2-a]pyridine-3-carboxylic acid